N-[3-(trimethoxysilyl)propyl]-N',N''-diethylguanidine CO[Si](CCCNC(=NCC)NCC)(OC)OC